ClC=1C=CC(=C(C1)C1=CC(N(C=C1OC)C(C(=O)NC1=CC(=C(C(=O)O)C=C1)F)F)=O)N1N=NN=C1 4-(2-(4-(5-chloro-2-(1H-tetrazol-1-yl)phenyl)-5-methoxy-2-oxopyridin-1(2H)-yl)-2-fluoroacetamido)-2-fluorobenzoic acid